ClC=1C=C(NC=2C3=C(N=CN2)C=CC(=N3)N3[C@@H]2CN([C@H](C3)C2)C(C=C)=O)C=CC1OCC(F)(F)F 1-[(1S,4S)-5-[4-[3-chloro-4-(2,2,2-trifluoroethoxy)anilino]pyrido[3,2-d]pyrimidin-6-yl]-2,5-diazabicyclo[2.2.1]heptan-2-yl]prop-2-en-1-one